N-cyano-N'-[phenylmethanyl]guanidine C(#N)NC(=N)NCC1=CC=CC=C1